COC1=C(C(=CC=C1)OC)C 1,3-dimethoxy-2-methyl-benzene